FC=1C=C(C#N)C=C(C1)[C@H]1N(OCC1)C(=O)[C@@H]1CC[C@H](CC1)CN1C(OC2=C1C=CC=C2)=O trans-3-fluoro-5-((S)-2-(4-((2-oxobenzo[d]oxazol-3(2H)-yl)methyl)cyclohexane-1-carbonyl)isoxazolidin-3-yl)benzonitrile